FC(COS(=O)(=O)C1=CC=C(C=C1)I)(S(=O)(=O)[O-])F.C1(=CC=CC=C1)[S+](C1=CC=CC=C1)C1=CC=CC=C1 triphenylsulfonium 1,1-difluoro-2-(4-iodophenylsulfonyloxy)ethanesulfonate